Cl.Cl.CN(C(CN1CCNCC1)=O)C N,N-dimethyl-2-(piperazin-1-yl)acetamide dihydrochloride